1-((1E)-2-phenylvinyl)-4-methylbenzene C1(=CC=CC=C1)/C=C/C1=CC=C(C=C1)C